[Fe].[Sn]=O tin oxide iron